ClC1=NC=C(C(=C1)C1=C(C=NC(=C1)C)C(=O)NC=1SC(=NN1)OCC1=NC=C(C=C1)C(C)(C)OC)OC 2'-chloro-5'-methoxy-N-(5-((5-(2-methoxypropan-2-yl)pyridin-2-yl)methoxy)-1,3,4-thiadiazol-2-yl)-6-methyl-(4,4'-bipyridine)-3-carboxamide